BrC=1C(=NC(=C(C1)Cl)OC)OC 3-bromo-5-chloro-2,6-dimethoxypyridine